NCCNCCC[Si](OC)(OC)OC N-(beta-aminoethyl)-3-aminopropyltrimethoxysilane